3-cyclobutylmethoxy-4-difluoromethoxybenzamide C1(CCC1)COC=1C=C(C(=O)N)C=CC1OC(F)F